rac-ethyl [(1S,4s)-4-({(3S,4R)-3-[(methanesulfonyl)amino]-7-methyl-6-oxo-1,3,4,6-tetrahydro-2H-quinolizin-4-yl}methoxy)cyclohexyl]acetate CS(=O)(=O)N[C@H]1CCC2=CC=C(C(N2[C@H]1COC1CCC(CC1)CC(=O)OCC)=O)C |r|